2-[3-chloro-4-(1-methyl-4-piperidyl)anilino]-4-[(7-ethyl-7-hydroxy-5,6-dihydrocyclopenta[b]pyridin-2-yl)amino]pyrimidine-5-carbonitrile ClC=1C=C(NC2=NC=C(C(=N2)NC2=CC=C3C(=N2)C(CC3)(O)CC)C#N)C=CC1C1CCN(CC1)C